C(#N)C1CN(C1)S(=O)(=O)C=1C=C(C=C(C1)F)C(=O)N1[C@H](CCC1)C(=O)NCC1=CC=C(C=C1)C(F)(F)F 1-((3-((3-cyano-1-azetidinyl)sulfonyl)-5-fluorophenyl)carbonyl)-N-(4-(trifluoromethyl)benzyl)-D-prolinamide